B(O)(F)F.C(C(=O)O)(=O)O oxalic acid difluoroborate